(R)-2-methoxypropan-1-amine HCl Cl.CO[C@@H](CN)C